ClC=1C=CC(=NC1)N[C@@H]1C[C@@H]2CN([C@H]1CC2)C(=O)C=2C(=NC=C(C2)C)C2=NC=CC=N2 ((1S,4R,6R)-6-((5-chloropyridin-2-yl)amino)-2-azabicyclo[2.2.2]oct-2-yl)(5-methyl-2-(pyrimidin-2-yl)pyridin-3-yl)methanone